C(=O)(OC(C)(C)C)N1CC(C1)(C(=O)O)C1=NC(=CC=C1C(C)C)F 1-Boc-3-(6-fluoro-3-isopropylpyridin-2-yl)azetidine-3-carboxylic acid